N(=[N+]=[N-])C1CCC2=C(N(C1=O)C)C=CC=N2 7-azido-5-methyl-8,9-dihydro-7H-pyrido[3,2-b]azepin-6-one